COC1=CC=C(C(=O)N[C@H]2C[C@H](CCC2)NC2=CC=CC3=CC=CC=C23)C=C1 4-methoxy-N-[(1r,3s)-3-[(naphthalen-1-yl)amino]cyclohexyl]benzamide